(2S,4R)-tert-Butyl 4-fluoro-2-(6-methylpyridin-2-ylcarbamoyl)pyrrolidine-1-carboxylate TFA salt OC(=O)C(F)(F)F.F[C@@H]1C[C@H](N(C1)C(=O)OC(C)(C)C)C(NC1=NC(=CC=C1)C)=O